3-(2,4-dimethylthiazol-5-yl)-3-hydroxybutanoic acid CC=1SC(=C(N1)C)C(CC(=O)O)(C)O